(2E)-3-((1R,2S,3S,4S,5R)-2-(2-ethoxy-2-oxoethyl)-3-hydroxy-4-methyl-5-phenylcyclopentyl)-2-propenoic acid ethyl ester C(C)OC(\C=C\[C@H]1[C@@H]([C@H]([C@H]([C@@H]1C1=CC=CC=C1)C)O)CC(=O)OCC)=O